2-(4-fluorophenoxy)-N-(4'-(isopropoxymethyl)-[1,1'-biphenyl]-4-yl)-2-methylpropanamide FC1=CC=C(OC(C(=O)NC2=CC=C(C=C2)C2=CC=C(C=C2)COC(C)C)(C)C)C=C1